O1C(CCC1)C(N)=N tetrahydro-2-furancarboximidamide